N-(2-(4-(3-(1,3-dimethyl-1H-indazol-6-yl)-1,2,4-oxadiazol-5-yl)piperidin-1-yl)-2-oxoethyl)-2-methoxybenzamide CN1N=C(C2=CC=C(C=C12)C1=NOC(=N1)C1CCN(CC1)C(CNC(C1=C(C=CC=C1)OC)=O)=O)C